CO[C@@H]1C[C@@H](NC1)C(=O)N(C1=CC=C(C=C1)S(F)(F)(F)(F)F)C(C(=O)NC(C)C1N(CCCC1)C(=O)OC(C)(C)C)C=1C=NC=CC1 Tert-butyl 2-[1-[[2-[N-[(2R,4R)-4-methoxypyrrolidine-2-carbonyl]-4-(pentafluoro-λ6-sulfanyl)anilino]-2-(3-pyridyl)acetyl]amino]ethyl]piperidine-1-carboxylate